1-(1-((2R,4S,5R)-4-hydroxy-5-(hydroxymethyl)tetrahydrofuran-2-yl)-2-oxo-1,2-dihydropyrimidin-4-yl)-3-phenylurea O[C@H]1C[C@@H](O[C@@H]1CO)N1C(N=C(C=C1)NC(=O)NC1=CC=CC=C1)=O